3-Bromo-4-trifluoromethylbenzoic acid BrC=1C=C(C(=O)O)C=CC1C(F)(F)F